C(C)(C)(C)NC(C(=O)C1=C(C(=C(N1C)C)C(=O)NC=1C=NC(=CC1)N1CCOCC1)C)=O 5-(2-(tert-butylamino)-2-oxoacetyl)-1,2,4-trimethyl-N-(6-morpholinopyridin-3-yl)-1H-pyrrole-3-carboxamide